F[C@@H](CF)C=1C=CC(=C(C1)C1=NN(C=C1NC(=O)C=1C=NN2C1N=CC=C2)CC(=O)N(C)C)OC(F)F (R)-N-(3-(5-(1,2-difluoroethyl)-2-(difluoromethoxy)phenyl)-1-(2-(dimethylamino)-2-oxoethyl)-1H-pyrazol-4-yl)pyrazolo[1,5-a]pyrimidine-3-carboxamide